8-({1-[(2R)-2-amino-2-(4-hydroxyphenyl)acetyl]azetidin-3-yl}oxy)-4,4-dihydroxy-5-oxa-4-boranuidabicyclo[4.4.0]deca-1(6),7,9-triene-7-carboxylic acid disodium salt [Na+].[Na+].N[C@@H](C(=O)N1CC(C1)OC1=C(C=2O[B-](CCC2C=C1)(O)O)C(=O)O)C1=CC=C(C=C1)O.N[C@@H](C(=O)N1CC(C1)OC1=C(C=2O[B-](CCC2C=C1)(O)O)C(=O)O)C1=CC=C(C=C1)O